7-Bromo-3-(1,1-difluoroethyl)quinolin-2-amine BrC1=CC=C2C=C(C(=NC2=C1)N)C(C)(F)F